ClC=1C=C2C=NN(C2=CC1N1CCN(CC1)C1(COC1)C)C=1C=NN(C1)C12CC(C1)(C2)I 5-chloro-1-[1-(3-iodobicyclo[1.1.1]pentan-1-yl)-1H-pyrazol-4-yl]-6-[4-(3-methyloxetan-3-yl)piperazin-1-yl]-1H-indazole